BrC=1C(=NC(=CC1O)C1(CC1)C)OC 3-bromo-2-methoxy-6-(1-methylcyclopropyl)pyridin-4-ol